C(#C)C=1C(=C(NC=2C3=C(N=CN2)C=CC(=N3)N3CC2(CCN2C(=O)OC(C)(C)C)C3)C=CC1)F tert-butyl 6-[4-(3-ethynyl-2-fluoro-anilino)pyrido[3,2-d]pyrimidin-6-yl]-1,6-diazaspiro[3.3]heptane-1-carboxylate